C(#N)C1=CC=C(S1)C1=CC=C(O[C@H]2CCOC2)C=C1 (3S,4S)-4-[4-(5-cyanothiophen-2-yl)phenoxy]tetrahydro-furan